diaminoethyl terephthalate C(C1=CC=C(C(=O)[O-])C=C1)(=O)OCC(N)N